(S)-N-(1-cyanocyclopropyl)-2-(((S)-1-(dibenzo[b,d]furan-3-yl)-2,2,2-trifluoroethyl)amino)-4-methylpentanamide C(#N)C1(CC1)NC([C@H](CC(C)C)N[C@H](C(F)(F)F)C=1C=CC2=C(OC3=C2C=CC=C3)C1)=O